N,N'-di-(naphthalen-2-yl)-p-phenylenediamine C1=C(C=CC2=CC=CC=C12)NC1=CC=C(C=C1)NC1=CC2=CC=CC=C2C=C1